BrC=1N=C(SC1SC(C)C)Cl 4-Bromo-2-chloro-5-(isopropylsulfanyl)thiazole